methyl 2-(6-bromo-1-(cyclopropylmethyl)-1H-pyrrolo[2,3-b]pyridin-2-yl)-7-methoxy-1-methyl-1H-benzo[d]imidazole-5-carboxylate BrC1=CC=C2C(=N1)N(C(=C2)C2=NC1=C(N2C)C(=CC(=C1)C(=O)OC)OC)CC1CC1